2-iodo-3-(methoxymethoxy)-6-methyl-pyridine IC1=NC(=CC=C1OCOC)C